N[C@@H]1[C@@H](N(CC1)C(=O)OC(C)(C)C)CO[Si](C)(C)C(C)(C)C tert-butyl (2R,3S)-3-amino-2-[[(tert-butyldimethylsilyl)oxy]methyl]pyrrolidine-1-carboxylate